((1R,2S)-2-(((TERT-BUTYLDIPHENYLSILYL)OXY)METHYL)CYCLOPROPYL)METHANOL [Si](C1=CC=CC=C1)(C1=CC=CC=C1)(C(C)(C)C)OC[C@@H]1[C@@H](C1)CO